FC=1C=2N(C=C(C1)C1=CNC=3N=C(N=CC31)NC)C(=CN2)CO (8-fluoro-6-(2-(methylamino)-7H-pyrrolo[2,3-d]pyrimidin-5-yl)imidazo[1,2-a]pyridin-3-yl)methanol